tert-butyl ((2S,3S)-3-hydroxy-4-((3-methoxybenzyl)amino)-1-phenylbutan-2-yl)carbamate O[C@H]([C@H](CC1=CC=CC=C1)NC(OC(C)(C)C)=O)CNCC1=CC(=CC=C1)OC